CN1C(C2=CN=CC=C2C(=C1)C1=C(C=O)C=CC=C1)=O (2-methyl-1-oxo-1,2-dihydro-2,7-naphthyridin-4-yl)benzaldehyde